CC=1C=C(C=C(C1)C)P(CC(C)C)C1=CC(=CC(=C1)C)C bis(3,5-dimethylphenyl)isobutylphosphine